benzyl (n-butoxypropyl) ether C(CCC)OCCCOCC1=CC=CC=C1